CS(=O)(=O)NC=1C=C(C=CC1)NC(C1=CC=CC=C1)=O N-(3-(methylsulfonamido)phenyl)benzamide